N1=CN(C2=NC=CC=C21)CC21CC(C2)(C1)C(=O)N1N=CCC1C1=CC(=CC(=C1)F)F (3-((3H-imidazolo[4,5-b]pyridin-3-yl)methyl)-bicyclo[1.1.1]pentan-1-yl)(5-(3,5-difluorophenyl)-4,5-dihydro-1H-pyrazol-1-yl)methanone